S1C=NC2=C1C=CC=C2C(C)N 1-(1,3-benzo-thiazol-4-yl)-ethanamine